N1CC(C1)C=1C=CC(=NC1)N(C)C1=NC=C(C=C1)OC 5-(Azetidin-3-yl)-N-(5-methoxy-2-pyridyl)-N-methyl-pyridin-2-amine